N-(4-cyclopropoxypyrazolo[1,5-a]pyrazin-2-yl)-3-((7-(5-methyl-1,2,4-oxadiazol-3-yl)isoquinolin-1-yl)amino)propanamide C1(CC1)OC=1C=2N(C=CN1)N=C(C2)NC(CCNC2=NC=CC1=CC=C(C=C21)C2=NOC(=N2)C)=O